FC=1C=C(C=C(C1C(=O)OC)F)B(O)O 3,5-DIFLUORO-4-(METHOXYCARBONYL)PHENYLBORONIC ACID